N-methyl-N-(methyl-((S)-1-((R)-1-tritylaziridine-2-carbonyl)pyrrolidin-3-yl)carbamoyl)-L-valine CN([C@@H](C(C)C)C(=O)O)C(N([C@@H]1CN(CC1)C(=O)C1[N@@](C1)C(C1=CC=CC=C1)(C1=CC=CC=C1)C1=CC=CC=C1)C)=O